C(CCCCCCCCCCCCCCCCC)(=O)N[C@@H](C(C)C)C(=O)O N-stearoyl-valine